NC=1C(=C(C=CC1)C1=CC(=C(C=C1)OC)NC1=NC=NC2=CC(=C(C=C12)OC1CCN(CC1)C(C=C)=O)OC)F 1-(4-((4-((3'-amino-2'-fluoro-4-methoxy-[1,1'-biphenyl]-3-yl)amino)-7-methoxyquinazoline-6-yl)oxy)piperidin-1-yl)prop-2-en-1-one